3,3',5,5'-Tetrabromobisphenol A CC(C)(C1C=C(Br)C(O)=C(Br)C=1)C1C=C(Br)C(O)=C(Br)C=1